O[C@@H](C)C1=C(C=C(C=N1)OCCN1CCC2(CC1)C(NC1=CC=C(C=C12)C#N)=O)C(F)(F)F |o1:1| 1'-[2-({6-[(1S) or (1R)-1-hydroxyethyl]-5-(trifluoro-methyl)pyridin-3-yl}oxy)ethyl]-2-oxo-1,2-dihydrospiro[indole-3,4'-piperidine]-5-carbonitrile